9,10-bis(isopentyloxy)anthracene (3S,4S)-benzyl-3-(2-oxoimidazolidin-1-yl)-4-phenylpiperidine-1-carboxylate C(C1=CC=CC=C1)OC(=O)N1C[C@H]([C@@H](CC1)C1=CC=CC=C1)N1C(NCC1)=O.C(CC(C)C)OC=1C2=CC=CC=C2C(=C2C=CC=CC12)OCCC(C)C